5-fluoro-[1,1'-biphenyl]-3-amine FC=1C=C(C=C(C1)C1=CC=CC=C1)N